C(\C=C\CCC)O (E)-Hex-2-en-1-ol